3-chloro-2-methoxy-5-(2-(4-((2-(methylthio)pyrimidin-4-yl)methoxy)phenyl)propan-2-yl)benzonitrile ClC=1C(=C(C#N)C=C(C1)C(C)(C)C1=CC=C(C=C1)OCC1=NC(=NC=C1)SC)OC